5-(2-fluoro-3,4-dimethoxy-phenyl)-1-methyl-imidazole FC1=C(C=CC(=C1OC)OC)C1=CN=CN1C